[Na+].S(=O)(=O)([O-])C(C(=O)OCCCCCCCCCCCC)CC(=O)OCCCCCCCCCCCC dilauryl sulfosuccinate sodium salt